4-chloro-2-fluoro-5-(1-methylcyclopropyl)aniline ClC1=CC(=C(N)C=C1C1(CC1)C)F